[OH-].C[N+]1(CCOCC1)CCO N-Methyl-2-hydroxyethyl-morpholinium hydroxid